disalicylidene-1,2-phenylenediamine C(C=1C(O)=CC=CC1)=NC1=C(C=CC=C1)N=CC=1C(O)=CC=CC1